[C@H]12N(C[C@H](NC1)C2)C2=CC=C(C(=N2)CC)NC2=NC=C(C(=N2)C2=CC=1S(CCOCC1S2)(=O)=O)C(F)(F)F 7-(2-((6-((1R,4R)-2,5-diazabicyclo[2.2.1]heptan-2-yl)-2-ethylpyridin-3-yl)amino)-5-(trifluoromethyl)pyrimidin-4-yl)-2,3-dihydro-5H-thieno[3,2-e][1,4]oxathiepine 1,1-dioxide